C(C)(C)(C)C=1C=C(C=C(C1O)C(C)(C)C)CCC(=O)NCCCCCCN 3-(3',5'-di-tert-butyl-4'-hydroxyphenyl)propionyl-hexamethylenediamine